(1S,3R)-3-acetamido-N-(4-(4-fluoro-1-isopropyl-1H-benzo[d]imidazol-6-yl)-5-methylpyridin-2-yl)cyclohexane-1-carboxamide C(C)(=O)N[C@H]1C[C@H](CCC1)C(=O)NC1=NC=C(C(=C1)C=1C=C(C2=C(N(C=N2)C(C)C)C1)F)C